C(C)N1CCC(CC1)CC(=O)N1CC(OCC1)C1=NC=C(C=C1)CC1=CC=C(C=C1)F 2-(1-ethylpiperidin-4-yl)-1-(2-(5-(4-fluorobenzyl)pyridin-2-yl)morpholino)ethan-1-one